3-(bis(benzo[d][1,3]dioxol-5-yl)methyl)-5-bromo-pyridin-2-ol O1COC2=C1C=CC(=C2)C(C=2C(=NC=C(C2)Br)O)C2=CC1=C(OCO1)C=C2